BrC1=CC2=C(NC3=C(N(C2=O)COCC[Si](C)(C)C)C=C(C=C3)OC(F)(F)F)C=C1 2-bromo-8-(trifluoromethoxy)-10-((2-(trimethylsilyl)ethoxy)methyl)-5,10-dihydro-11H-dibenzo[b,e][1,4]diazepin-11-one